2-[(1-Acetylazetidin-3-yl)amino]-6-(1-piperidyl)pyridine-4-carboxylic acid C(C)(=O)N1CC(C1)NC1=NC(=CC(=C1)C(=O)O)N1CCCCC1